OC1(CCC(CC1)CN1C(N(C=2N=CN(C2C1=O)CC(C)C)C)=O)C(F)(F)F 1-(((1r,4r)-4-hydroxy-4-(trifluoromethyl)cyclohexyl)methyl)-7-isobutyl-3-methyl-1H-purine-2,6(3h,7h)-dione